C12CN(CC(CC1)N2)C2=NC(=NC1=C(C(=C(C(=C21)OC)F)C2=CC=NC=C2C(F)(F)F)F)OC[C@]21CCCN1C[C@@H](C2)F 4-(4-(3,8-diazabicyclo[3.2.1]octan-3-yl)-6,8-difluoro-2-(((2R,7aS)-2-fluorotetrahydro-1H-pyrrolizin-7a(5H)-yl)methoxy)-5-methoxyquinazolin-7-yl)-5-(trifluoromethyl)pyridin